3-hydroxy-3-hydroxy-isobenzofuran-1(3H)-one OC1(OC(C2=CC=CC=C12)=O)O